trans-4-(((trans-4-(3-Chloro-4-methoxyphenyl)cyclohexyl)methyl)(4-(2-cyclopropylthiazol-5-yl)pyridin-2-yl)carbamoyl)cyclohexyl 4-methylpiperazine-1-carboxylate CN1CCN(CC1)C(=O)O[C@@H]1CC[C@H](CC1)C(N(C1=NC=CC(=C1)C1=CN=C(S1)C1CC1)C[C@@H]1CC[C@H](CC1)C1=CC(=C(C=C1)OC)Cl)=O